tert-Butyl 5-{[2-(4-chlorophenyl)imidazo[1,2-a]pyridin-3-yl]methyl}-2,5-diazabicyclo[2.2.2]octane-2-carboxylate ClC1=CC=C(C=C1)C=1N=C2N(C=CC=C2)C1CN1C2CN(C(C1)CC2)C(=O)OC(C)(C)C